2-[(2E)-2-(5-isobutyl-3-methyl-cyclohex-2-en-1-ylidene)ethyl]-1,3-dioxolane C(C(C)C)C1CC(=C\C(\C1)=C\CC1OCCO1)C